C1=CC=CC=2C3=CC=CC=C3C(C12)COC(=O)N1CC2(CC2)C[C@@H]1C(=O)O (R)-5-(((9H-Fluoren-9-yl)methoxy)carbonyl)-5-azaspiro[2.4]heptane-6-carboxylic acid